Benzyl (2S,5R)-5-((5-(2,2-difluorocyclopropyl)-7-((2-(trimethylsilyl)ethoxy)methyl)-7H-pyrrolo[2,3-d]pyrimidin-4-yl)amino)-2-methylpiperidine-1-carboxylate FC1(C(C1)C1=CN(C=2N=CN=C(C21)N[C@@H]2CC[C@@H](N(C2)C(=O)OCC2=CC=CC=C2)C)COCC[Si](C)(C)C)F